tert-butyl 2-(7-((4-(4-hydroxyphenyl)piperidin-1-yl)sulfonyl)-4-oxoquinazolin-3(4H)-yl)acetate OC1=CC=C(C=C1)C1CCN(CC1)S(=O)(=O)C1=CC=C2C(N(C=NC2=C1)CC(=O)OC(C)(C)C)=O